N-BUTYL-8-CYCLOPROPYL-9H-PURIN-6-AMINE C(CCC)NC1=C2N=C(NC2=NC=N1)C1CC1